4-Phenyl-2-(4-(3-phenylpiperidin-1-yl)butyl)pyridazin-3(2H)-on C1(=CC=CC=C1)C=1C(N(N=CC1)CCCCN1CC(CCC1)C1=CC=CC=C1)=O